N-hydroxy-4-(2-((4-((4-methoxyphenyl)amino)quinazolin-6-yl)amino)-2-oxoethyl)benzamide ONC(C1=CC=C(C=C1)CC(=O)NC=1C=C2C(=NC=NC2=CC1)NC1=CC=C(C=C1)OC)=O